C(C)N1N=C(NC1=O)C(=O)O 1-ethyl-5-oxo-4H-1,2,4-triazole-3-carboxylic acid